C(C=C)C=1C(=C(\C=N\NC(CN2CCN(CC2)CC2=CC=CC=C2)=O)C=CC1)O (E)-N'-(3-allyl-2-hydroxybenzylidene)-2-(4-benzylpiperazin-1-yl)acethydrazide